2-(dimethylamino)ethyl (S)-2-methylene-4-oxo-4-((1-(4-(trifluoromethyl) phenyl)ethyl)amino)butanoate C=C(C(=O)OCCN(C)C)CC(N[C@@H](C)C1=CC=C(C=C1)C(F)(F)F)=O